FC1(OC2=C(O1)C=CC(=C2)N(C(=O)C=2C=C(C=CC2)N2N=C(C=C2OC2CCN(CC2)C(CCC(=O)OCC)=O)C(F)(F)F)C)F ethyl 4-[4-[2-[3-[(2,2-difluoro-1,3-benzodioxol-5-yl)-methyl-carbamoyl]phenyl]-5-(trifluoromethyl)pyrazol-3-yl]oxy-1-piperidyl]-4-oxo-butanoate